(3aR,4S,6R,6aS)-2,2-dimethyl-6-(4-methyl-7H-pyrrolo[2,3-d]pyrimidin-7-yl)tetrahydro-4H-cyclopenta[d][1,3]dioxole-4-carboxylic acid CC1(O[C@H]2[C@@H](O1)[C@@H](C[C@@H]2C(=O)O)N2C=CC1=C2N=CN=C1C)C